NC1=C2C(=NC=N1)N(N=C2C2=CC=C(C=C2)OC2=CC=CC=C2)[C@H]2CN(CCC2)C(=O)N2CCN(CC2)C=2C=C1C(N(C(C1=CC2)=O)C2C(NC(CC2)=O)=O)=O 5-(4-((R)-3-(4-amino-3-(4-phenoxyphenyl)-1H-pyrazolo[3,4-d]pyrimidin-1-yl)piperidine-1-carbonyl)piperazin-1-yl)-2-(2,6-dioxopiperidin-3-yl)isoindoline-1,3-dione